O=C1NC(CCC1N1C(C2=CC=CC(=C2C1=O)SCCCCCC(=O)N1CCN(CC1)C1=NC=C(C(=O)N2CCC(CC2)CCCCNC(\C=C\C=2C=NC=CC2)=O)C=C1)=O)=O (E)-N-(4-(1-(6-(4-(6-((2-(2,6-dioxopiperidin-3-yl)-1,3-dioxoisoindolin-4-yl)thio)hexanoyl)piperazin-1-yl)nicotinoyl)piperidin-4-yl)butyl)-3-(pyridin-3-yl)acrylamide